{[2-(2H-1,3-Benzodioxol-5-yl)-1-methylethyl]-N-methylaminocarbonyloxy}methyl tert-butyl adipate C(CCCCC(=O)OC(C)(C)C)(=O)OCOC(=O)N(C)C(CC1=CC2=C(OCO2)C=C1)C